4-chloro-N-(3-(3-morpholinoquinoxaline-6-carbonyl)phenyl)-3-(trifluoromethyl)benzamide ClC1=C(C=C(C(=O)NC2=CC(=CC=C2)C(=O)C=2C=C3N=C(C=NC3=CC2)N2CCOCC2)C=C1)C(F)(F)F